SCCC(=O)O.SCCC(=O)O.SCCC(=O)O.C(C)OC(C(CO)(CO)CO)C ethoxytrimethylolpropane tri(3-mercaptopropionate)